ClC=1C=NC=C(C1[C@@H](C)OC=1C=C2C(=NNC2=CC1)C=1C=NC(=C(C#N)C1)O[C@@H]1COCC1)Cl 5-(5-((R)-1-(3,5-dichloropyridin-4-yl)ethoxy)-1H-indazol-3-yl)-2-(((S)-tetrahydro-furan-3-yl)oxy)nicotinonitrile